C(C)P(C1=CC=C(C=C1)B1OCC(C(O1)(C)C)(C)C)(CC)=O diethyl(4-(4,4,5,5-tetramethyl-1,3,2-dioxaborinan-2-yl)phenyl)phosphine oxide